COC1=CN=CC=2N=C(N=C(C21)N2CCC1(CCN(C1)CC(C)(O)C)CC2)C2=CC=NC=C2 1-(8-(5-methoxy-2-(pyridin-4-yl)pyrido[3,4-d]pyrimidin-4-yl)-2,8-diazaspiro[4.5]decan-2-yl)-2-methylpropan-2-ol